3-([1,1'-biphenyl]-4-yl)-1-(pyrrolidin-3-ylmethyl)piperidine C1(=CC=C(C=C1)C1CN(CCC1)CC1CNCC1)C1=CC=CC=C1